FC(N1C(=NC(=C1)C=1C=C2CC[C@]3(CN(CC3)C(=O)OC(C)(C)C)NC2=NC1C)C)F tert-butyl (2S)-6-[1-(difluoromethyl)-2-methyl-1H-imidazol-4-yl]-7-methyl-3,4-dihydro-1H-spiro[1,8-naphthyridine-2,3'-pyrrolidine]-1'-carboxylate